(3-dimethylamino-azetidin-1-yl)-methanone CN(C1CN(C1)C=O)C